NC(C(=O)[O-])CC1C(C1)(F)F 2-amino-3-(2,2-difluorocyclopropyl)propanoate